4-amino-6,7-dimethoxy-2-(5-methane-sulfonamido-1,2,3,4-tetrahydroisoquinolin-2-yl)-5-(2-pyridyl)quinazoline Methyl-6-amino-1-hydroxy-2-isopropyl-2,3-dihydro-1H-indene-2-carboxylate COC(=O)C1(C(C2=CC(=CC=C2C1)N)O)C(C)C.NC1=NC(=NC2=CC(=C(C(=C12)C1=NC=CC=C1)OC)OC)N1CC2=CC=CC(=C2CC1)NS(=O)(=O)C